4-amino-2-(4-amino-4-methylpiperidin-1-yl)-N-(9H-fluoren-2-yl)pyrimidine-5-carboxamide NC1=NC(=NC=C1C(=O)NC1=CC=2CC3=CC=CC=C3C2C=C1)N1CCC(CC1)(C)N